C(CCCC)C1=CC=C(C=C1)C#CC=1C=CC(=C(C(=O)OC)C1)NC(CC)=O Methyl 5-((4-pentylphenyl) ethynyl)-2-propionamido-benzoate